{5-[5-(trimethylsilyl)-1,2-oxazol-3-yl]pyridin-2-yl}carbamate C[Si](C1=CC(=NO1)C=1C=CC(=NC1)NC([O-])=O)(C)C